3-bromo-3-buten-1-ol BrC(CCO)=C